[2H]C(OCC1OC1)([2H])[2H] 2-[(trideuterio)methoxymethyl]oxirane